(R)-8-(1H-indol-3-yl)-N-(piperidin-3-yl)-[1,2,4]triazolo[1,5-b]pyridazin-6-amine N1C=C(C2=CC=CC=C12)C=1C=2N(N=C(C1)N[C@H]1CNCCC1)N=CN2